C(C)OC(=O)C1CCN(CC1)C1=C(C=C(C=C1)Br)OC 1-(4-bromo-2-methoxyphenyl)piperidine-4-carboxylic acid ethyl ester